2-[(2,2-difluoropropyl)amino]-5-[3-(2-oxo-1,2,3,4-tetrahydro-quinolin-6-yl)-1,2,4-oxadiazol-5-yl]benzonitrile FC(CNC1=C(C#N)C=C(C=C1)C1=NC(=NO1)C=1C=C2CCC(NC2=CC1)=O)(C)F